5-[5-[(1R)-1-(3,5-dichloro-4-pyridyl)ethoxy]-1H-indazol-3-yl]-2-(2-hydroxy-2-methyl-propoxy)pyridine-3-carbonitrile ClC=1C=NC=C(C1[C@@H](C)OC=1C=C2C(=NNC2=CC1)C=1C=C(C(=NC1)OCC(C)(C)O)C#N)Cl